N-(2-chloro-6-methylphenyl)-2-[(6-chloro-2-methyl-4-pyrimidinyl)amino]-5-Thiazolecarboxamide 2-(tert-butoxycarbonylamino)ethyl-3,6-dichloro-2-methoxybenzoate C(C)(C)(C)OC(=O)NCCOC(C1=C(C(=CC=C1Cl)Cl)OC)=O.ClC1=C(C(=CC=C1)C)NC(=O)C1=CN=C(S1)NC1=NC(=NC(=C1)Cl)C